4-(4-(hydroxymethyl)thiazol-2-yl)chroman-4-ol OCC=1N=C(SC1)C1(CCOC2=CC=CC=C12)O